7-cyclopropyl-6-(1-((1,5-dimethyl-1H-pyrazol-4-yl)sulfonyl)piperidin-4-yl)-[1,2,4]triazolo[1,5-a]pyridine C1(CC1)C1=CC=2N(C=C1C1CCN(CC1)S(=O)(=O)C=1C=NN(C1C)C)N=CN2